2-(1-{5-[(3-chloro-4-fluorophenyl)carbamoyl]-4H,5H,6H,7H-pyrazolo[1,5-a]pyrazine-3-amido}cyclopropyl)pyrimidine-5-carboxylic acid ClC=1C=C(C=CC1F)NC(=O)N1CC=2N(CC1)N=CC2C(=O)NC2(CC2)C2=NC=C(C=N2)C(=O)O